(2R)-N-((R or S)-1-(3-chloro-4-fluorophenyl)-1-(trans-3-(trifluoromethyl)cyclobutyl)-ethyl)-2-methyl-3-oxopiperazine-1-carboxamide ClC=1C=C(C=CC1F)[C@@](C)([C@@H]1C[C@H](C1)C(F)(F)F)NC(=O)N1[C@@H](C(NCC1)=O)C |o1:8|